C(CCCCCCC)P1(C2=CC=CC=C2NC=2C=CC=CC12)=O 10-Octyl-5H-phenophosphazinin-10-oxid